COC=1C(=CC(=NC1)C)C1=C(C=NC(=C1)C)C(=O)NC1=NN=C(S1)OCC1=CC=C(C=N1)C(=O)O 6-(((5-(5'-methoxy-2',6-dimethyl-(4,4'-bipyridine)-3-carboxamido)-1,3,4-thiadiazol-2-yl)oxy)methyl)pyridine-3-carboxylic acid